8-methoxy-1-methyl-4-[4-methyl-4-(5-methyl-1,3-benzoxazol-2-yl)piperidin-1-yl]-2-oxo-1,2-dihydroquinoline-3-carbonitrile COC=1C=CC=C2C(=C(C(N(C12)C)=O)C#N)N1CCC(CC1)(C=1OC2=C(N1)C=C(C=C2)C)C